NC1=C(C=CC=C1)NC(CN(CCOC1=C(C=NN1C)C1=CC(=CN(C1=O)C)C(=O)OC)CC)(C)C methyl 5-{5-[2-({2-[(2-aminophenyl) amino]-2-methylpropyl} (ethyl) amino) ethoxy]-1-methylpyrazol-4-yl}-1-methyl-6-oxopyridine-3-carboxylate